1,2,4-triazole-3,4-diamine N=1N=C(N(C1)N)N